O1N=C(C=C1)C(C)N 1-(isoxazol-3-yl)ethan-1-amine